4-(((6-benzyl-4-(4-cyano-2,6-dimethylphenoxy)-5,6,7,8-tetrahydropyrido[4,3-d]pyrimidin-2-yl)amino)methyl)benzoic acid C(C1=CC=CC=C1)N1CC2=C(N=C(N=C2OC2=C(C=C(C=C2C)C#N)C)NCC2=CC=C(C(=O)O)C=C2)CC1